5-chloro-3-(2-fluorophenyl)-7-methoxy-6-(4-methoxyphenyl)-2-phenylpyrazolo[1,5-a]pyrimidine ClC1=NC=2N(C(=C1C1=CC=C(C=C1)OC)OC)N=C(C2C2=C(C=CC=C2)F)C2=CC=CC=C2